1-[4-(5-Hydroxypyridin-2-yl)-piperazin-1-yl]-3-(4-isobutylphenyl)-propan-1-one OC=1C=CC(=NC1)N1CCN(CC1)C(CCC1=CC=C(C=C1)CC(C)C)=O